6-Chloro-5-(4-fluoro-2-hydroxy-phenyl)-3-[1-hydroxyl-(3-methyl-isoxazol-5-yl)-methylidene]-1,3-dihydro-indol-2-one ClC1=C(C=C2C(C(NC2=C1)=O)=C(O)C1=CC(=NO1)C)C1=C(C=C(C=C1)F)O